CC1=CC=CC(=N1)C=O 6-methyl-2-pyridinealdehyde